bromobutyl-ammonium bromide [Br-].BrCCCC[NH3+]